tetrachlorobisphenol a CC(C)(C1=CC(=C(C(=C1)Cl)O)Cl)C2=CC(=C(C(=C2)Cl)O)Cl